C(C1=CC=CC=C1)O[C@@H]1[C@]2(O[C@H]([C@@H]1NC2)N2C(N=C(C(=C2)C)NC(C2=CC=CC=C2)=O)=O)COCC2=CC=CC=C2 N-(1-{(1R,3R,4R,7S)-7-(benzyloxy)-1-[(benzyloxy)methyl]-2-oxa-5-azabicyclo[2.2.1]Hept-3-yl}-5-methyl-2-oxo-1,2-dihydropyrimidin-4-yl)benzamide